NCN1CCC1 (aminomethyl)azetidine